(S)-quinuclidin-3-yl (6'-(3-isopropoxyphenyl)-3',4'-dihydro-1'H-spiro[cyclopropane-1,2'-naphthalen]-1'-yl)carbamate C(C)(C)OC=1C=C(C=CC1)C=1C=C2CCC3(C(C2=CC1)NC(O[C@@H]1CN2CCC1CC2)=O)CC3